5-Amino-3-(4-(2-((5-(bicyclo[2.2.1]heptan-2-yl)isoxazol-3-yl)amino)-2-oxoethyl)phenyl)-1-isopropyl-1H-pyrazole-4-carboxamide NC1=C(C(=NN1C(C)C)C1=CC=C(C=C1)CC(=O)NC1=NOC(=C1)C1C2CCC(C1)C2)C(=O)N